FC1=CC=C(CN2CCC(CC2)C=2C=C3CN(C(C3=CC2)=O)C2C(NC(CC2)=O)=O)C=C1 3-(5-(1-(4-fluorobenzyl)piperidin-4-yl)-1-oxoisoindolin-2-yl)piperidine-2,6-dione